2,6-dimethyl-4-hydroxybenzonitrile oxide CC1=C(C#[N+][O-])C(=CC(=C1)O)C